6-(4-hydroxypiperidin-1-yl)-1-(2-methoxyethyl)-3-methyl-1H-indazol OC1CCN(CC1)C1=CC=C2C(=NN(C2=C1)CCOC)C